C1(=CC=CC=C1)N(C(=O)C1C(C1)C1=CC=CC=C1)CC=1SC=CC1 (+/-)-(E)-N,2-diphenyl-N-(thiophen-2-ylmethyl)cyclopropanecarboxamide